BrC1=CC=C(C(=C1)NCCOCC)N 5-bromo-N1-(2-ethoxyethyl)benzene-1,2-diamine